tert-Butyl N-[5-(2-hydroxyethyl)-1H-indol-3-yl]carbamate OCCC=1C=C2C(=CNC2=CC1)NC(OC(C)(C)C)=O